C1(=CN2CCCC3=CC=CC1=C23)[C@@H]2C(NC([C@H]2C2=CNC3=CC=CC=C23)=O)=O (3R,4R)-3-(5,6-dihydro-4H-pyrrolo[3,2,1-ij]quinolin-1-yl)-4-(1H-indol-3-yl)pyrrolidine-2,5-dione